2-allyl-6-[m-(1-imidazolyl)phenylamino]-1-[6-(1-methyl-4-piperidyloxy)-2-pyridyl]-1,2-dihydro-3H-1,2,5,7-tetraazainden-3-one C(C=C)N1N(C2=NC(=NC=C2C1=O)NC1=CC(=CC=C1)N1C=NC=C1)C1=NC(=CC=C1)OC1CCN(CC1)C